BrC1=CC=CC(=N1)OCC1=C(C=C(C#N)C=C1)CCCO[Si](C)(C)C(C)(C)C 4-[(6-bromo-2-pyridyl)oxymethyl]-3-[3-[tert-butyl(dimethyl)silyl]oxypropyl]benzonitrile